S(=O)(OCCF)OCC(F)(F)F (2-fluoroethyl) (2,2,2-trifluoroethyl) sulfite